C(C)NC1CCC(CC1)N(C1=C2CN(C(C2=CC=C1)=O)C1C(NC(CC1)=O)=O)CCCCC 3-(4-(((1r,4r)-4-(ethylamino)cyclohexyl)(pentyl)amino)-1-oxoisoindolin-2-yl)piperidine-2,6-dione